P(=O)(OC[C@@H]1O[C@H](C[C@H]1O)N1C(NC(C(=C1)\C=C\Br)=O)=O)(O)O [(2S,3R,5R)-5-[5-[(E)-2-bromoethenyl]-2,4-dioxopyrimidin-1-yl]-3-hydroxyoxolan-2-yl]methyl dihydrogen phosphate